FC(C=1C=C(CCO[C@@H]2[C@@H](NCCC2)C2=CC=CC=C2)C=C(C1)C(F)(F)F)(F)F (2S,3S)-3-[3,5-Bis(trifluoro-methyl)benzyl]methoxy-2-phenylpiperidine